C(C)C=1C(=CC=C2C=C(C=C(C12)C1=C(C=2N=C(N=C(C2C=N1)N1C[C@@H](CCC1)O)OC[C@]12CCCN2C[C@@H](C1)F)F)O)F (R)-1-(7-(8-ethyl-7-fluoro-3-hydroxynaphthalen-1-yl)-8-fluoro-2-(((2R,7aS)-2-fluorotetrahydro-1H-pyrrolizin-7a(5H)-yl)methoxy)pyrido[4,3-d]pyrimidin-4-yl)piperidin-3-ol